FC1=C(C(=C(C(=C1CCCCP(C1=CC=CC=C1)(C1=CC=CC=C1)C1=CC=CC=C1)F)F)F)F (4-(pentafluorophenyl)butyl)triphenyl-lambda5-phosphine